CC1=NC(=CC(=N1)NC1=CC2=C(C=N1)C(=NN2C2=CC=C(C#N)C=C2)OCOCC[Si](C)(C)C)C 4-(6-((2,6-dimethylpyrimidin-4-yl)amino)-3-((2-(trimethylsilyl)ethoxy)methoxy)-1H-pyrazolo[4,3-c]pyridin-1-yl)benzonitrile